C(C1=CC=CC=C1)N(C(=O)C1=NC2=C(N1)C=CC=C2)CC=2C=NN(C2)C2=CC=CC=C2 N-BENZYL-N-((1-PHENYL-1H-PYRAZOL-4-YL)METHYL)-1H-BENZO[D]IMIDAZOLE-2-CARBOXAMIDE